N1=CC=C(C=C1)NC(\C(=C\C=1SC=C(C1)C1=CC=CC2=CC=CC=C12)\C#N)=O (E)-N-(pyridin-4-yl)-2-cyano-3-[4-(naphthalen-1-yl)thiophen-2-yl]acrylamide